3-(5-(1-cyanopyrrolidin-3-yl)-1H-pyrazol-3-yl)-N,N-dimethylbenzamide C(#N)N1CC(CC1)C1=CC(=NN1)C=1C=C(C(=O)N(C)C)C=CC1